(4-(4-((3-(3,6-difluoropyridin-2-yl)-1-((1r,4r)-4-ethoxycyclohexyl)-1H-pyrazol-4-yl)carbamoyl)thiazol-2-yl)-1H-pyrazol-1-yl)methyl L-valinate N[C@@H](C(C)C)C(=O)OCN1N=CC(=C1)C=1SC=C(N1)C(NC=1C(=NN(C1)C1CCC(CC1)OCC)C1=NC(=CC=C1F)F)=O